2-fluoro-6,7-dihydrospiro[cyclopenta[e]pyrazolo[1,5-a]pyrimidine-8,1'-cyclopropane] FC1=NN2C(N=CC3=C2C2(CC2)CC3)=C1